C(C)(C)(C)C1=C(C=CC(=C1)F)O 2-(tert-butyl)-4-fluorophenol